Cl.NC1=C(N=CC(=N1)N1CCC2(CC=C([C@H]2N)C2CC2)CC1)SC1=C(C(=NC=C1)N)Cl (S)-8-(6-amino-5-((2-amino-3-chloropyridin-4-yl)thio)pyrazin-2-yl)-2-cyclopropyl-8-azaspiro[4.5]dec-2-en-1-amine hydrochloride